NC=1N=CC2=C(N1)C=NC(=C2)Cl amino-6-chloropyrido[3,4-d]pyrimidine